C(C)(C)C1=C(C(=CC(=C1)C)C(C)C)N(C(CNC(OC(C)(C)C)=O)C)C=1C=C2N(CCC3=CC(=C(C=C23)OC)OC)C(N1)=O Tert-butyl N-{2-[(2,6-diisopropyl-4-methylphenyl)({9,10-dimethoxy-4-oxo-6H,7H-pyrimido[4,3-a]isoquinolin-2-yl})amino]propyl}carbamate